4-ethyl-1-(3-sulfopropyl)pyridinium C(C)C1=CC=[N+](C=C1)CCCS(=O)(=O)O